2,N6-Di(octadecyl)-2,6-pyridinedicarboxamide C(CCCCCCCCCCCCCCCCC)C1(NC(=CC=C1)C(=O)NCCCCCCCCCCCCCCCCCC)C(=O)N